The molecule is a sphingoid that is 4-hydroxyhexadecasphinganine substituted at position 15 by a methyl group. It is a sphingoid, an amino alcohol and a triol. It is a conjugate base of a 4-hydroxy-15-methylhexadecasphinganine(1+). CC(C)CCCCCCCCCC[C@H]([C@H]([C@H](CO)N)O)O